BrC=1N=C2C=CC=CC2=C2C=C3C(=CC12)C=CC=C3 6-bromobenzo[j]phenanthridine